ClC1=CN(C(C2=C(C=CC=C12)C1=CC=CC=C1)=O)C1=CC=CC=C1 4-chloro-1-oxo-2,8-diphenyl-1,2-dihydroisoquinolin